5-(N-(2-(aziridine-1-yl)ethyl)sulfamoyl)-4-bromo-2-methyl-N,N-dipropylbenzamide N1(CC1)CCNS(=O)(=O)C=1C(=CC(=C(C(=O)N(CCC)CCC)C1)C)Br